1-((5-(3-(2,6-dichlorophenyl)azetidin-1-yl)pyridin-2-yl)methyl)-3-methylazetidin-3-ol formate C(=O)OC1(CN(C1)CC1=NC=C(C=C1)N1CC(C1)C1=C(C=CC=C1Cl)Cl)C